6-Chloro-N-(3-methyl-4-((1-methyl-1H-benzo[d]imidazol-5-yl)oxy)phenyl)pyrido[3,2-d]pyrimidin-4-amine ClC=1C=CC=2N=CN=C(C2N1)NC1=CC(=C(C=C1)OC1=CC2=C(N(C=N2)C)C=C1)C